(2R)-3-(3,4-dihydro-1H-isoquinolin-2-yl)-2-hydroxy-propyl-7-ethoxy-4,5-dihydro-3H-2-benzazepin-1-one C1N(CCC2=CC=CC=C12)C[C@@H](CC1NC(C2=C(CC1)C=C(C=C2)OCC)=O)O